OCC(CO)NC(=O)N N-(1,3-dihydroxy-2-propyl)urea